FC(C1=CC=C(CO[C@H]2[C@@H](CNC2)N2N=NC(=C2)C2=NC=CN=C2)C=C1)(F)F 2-(1-(trans-4-(4-(trifluoromethyl)benzyloxy)pyrrolidin-3-yl)-1H-1,2,3-triazol-4-yl)pyrazine